2-(4-hydroxycyclohexyl)-1-propanol OC1CCC(CC1)C(CO)C